trans-N-(4-Fluorophenyl)-2-(4-(pyridin-4-yl)cyclohexyl)acetamide FC1=CC=C(C=C1)NC(C[C@@H]1CC[C@H](CC1)C1=CC=NC=C1)=O